3-(5-tert-butyl-2-phenyl-pyrazol-3-yl)urea hydrochloride Cl.C(C)(C)(C)C=1C=C(N(N1)C1=CC=CC=C1)NC(N)=O